4,6-dichloro-1-methylpyrido[3,2-d]pyrimidin ClC=1C2=C(N(CN1)C)C=CC(=N2)Cl